N-(4-fluoro-3-methylphenyl)-1,2,4-trimethyl-5-(2-oxo-2-(((1-propoxycyclohexyl)methyl)amino)acetyl)-1H-pyrrole-3-carboxamide FC1=C(C=C(C=C1)NC(=O)C1=C(N(C(=C1C)C(C(NCC1(CCCCC1)OCCC)=O)=O)C)C)C